1-((S)-4-amino-5-(2,2-bis((9z,12z)-octadeca-9,12-dien-1-yl)hydrazino)-5-oxopentyl)guanidine N[C@@H](CCCNC(=N)N)C(=O)NN(CCCCCCCC\C=C/C\C=C/CCCCC)CCCCCCCC\C=C/C\C=C/CCCCC